2-((4-(4-((4-cyano-2-fluorobenzyl)oxy)-5-fluoropyrimidin-2-yl)cyclohex-3-en-1-yl)methyl)-3-(cyclopropylmethyl)-3H-imidazo[4,5-b]pyridine-5-carboxylic acid C(#N)C1=CC(=C(COC2=NC(=NC=C2F)C2=CCC(CC2)CC2=NC=3C(=NC(=CC3)C(=O)O)N2CC2CC2)C=C1)F